6-hydroxy-2-methyl-6,7-dihydrofuro[3,2-g]quinazolin-4(3H)-one OC1COC2=C1C=C1C(NC(=NC1=C2)C)=O